FC(C1=CC=C(C=N1)S(=O)(=O)Cl)(F)F 6-(trifluoromethyl)pyridine-3-sulfonyl chloride